6-[[(3R)-1-Ethyl-3-piperidyl]amino]-3-[2-hydroxy-4-(pentafluoro-λ6-sulfanyl)phenyl]-4-methyl-1,2,4-triazin-5-one C(C)N1C[C@@H](CCC1)NC=1C(N(C(=NN1)C1=C(C=C(C=C1)S(F)(F)(F)(F)F)O)C)=O